3-(4-(thiophen-2-yl)phenyl)hex-4-ynoic acid S1C(=CC=C1)C1=CC=C(C=C1)C(CC(=O)O)C#CC